1-[4-bromo-3-(trifluoromethyl)phenyl]-1,3-diazinane-2,4-dione BrC1=C(C=C(C=C1)N1C(NC(CC1)=O)=O)C(F)(F)F